7-chlorothieno[2,3-C]pyridine ClC=1N=CC=C2C1SC=C2